ethyl 4-[[3-(3,5-difluorophenyl)-5-methyl-4H-isoxazole-5-carbonyl] amino]-2,5-dihydrofuran-3-carboxylate FC=1C=C(C=C(C1)F)C1=NOC(C1)(C(=O)NC1=C(COC1)C(=O)OCC)C